N-(3-fluoro-4-((1-isopropyl-2-oxo-2,3-dihydro-1H-imidazo[4,5-b]pyridine-7-yl)oxy)phenyl)-2-phenylthiazole-5-carboxamide FC=1C=C(C=CC1OC1=C2C(=NC=C1)NC(N2C(C)C)=O)NC(=O)C2=CN=C(S2)C2=CC=CC=C2